3,8-bis(thiophen-2-yl)-1,10-phenanthroline S1C(=CC=C1)C=1C=NC2=C3N=CC(=CC3=CC=C2C1)C=1SC=CC1